CC=1C=C(C(N(N1)C1=CC=C(C=C1)C(F)(F)F)=O)C(=O)C1C(CCCC1=O)=O 2-[6-methyl-3-oxo-2-[4-(trifluoromethyl)phenyl]pyridazine-4-carbonyl]cyclohexane-1,3-dione